[OH-].[O-2].[Yb+3] ytterbium oxide hydroxide